CC(C(C)=O)C(C)C 3,4-dimethyl-2-pentanone